ClC=1C=C(C=CC1)C1=NC(=CC(=C1)[C@@H](C)NC(=O)C=1C=C(C=CC1C)NC(=O)[C@@H]1NCCCC1)C=1C=NNC1 |&1:13| (R)-N-(3-(((RS)-1-(2-(3-chlorophenyl)-6-(1H-pyrazol-4-yl)pyridin-4-yl)ethyl)carbamoyl)-4-methylphenyl)piperidine-2-carboxamide